CC1(CCSCC1)C1=CC=C(C=C1)[N+](=O)[O-] 4-methyl-4-(4-nitrophenyl)thiacyclohexane